1,3,5-tris(N-phenyl-benzimidazol-2-yl)benzene C1(=CC=CC=C1)N1C(=NC2=C1C=CC=C2)C2=CC(=CC(=C2)C2=NC1=C(N2C2=CC=CC=C2)C=CC=C1)C1=NC2=C(N1C1=CC=CC=C1)C=CC=C2